2-(7-chloro-3-(2,6-dichloro-3,5-dimethoxyphenyl)-2,6-naphthyridin-1-yl)-6-oxa-2-azaspiro[3.4]octane ClC1=NC=C2C=C(N=C(C2=C1)N1CC2(C1)COCC2)C2=C(C(=CC(=C2Cl)OC)OC)Cl